(S)-3-Chloro-4-((3,5-difluoropyridin-2-yl)methoxy-d2)-2'-(3-(3-hydroxypentan-3-yl)-1H-pyrazol-1-yl)-5',6-dimethyl-2H-[1,4'-bipyridine]-2-one ClC=1C(N(C(=CC1OC([2H])([2H])C1=NC=C(C=C1F)F)C)C1=CC(=NC=C1C)N1N=C(C=C1)C(CC)(CC)O)=O